8-(2-chlorophenyl)-9-(4-chlorophenyl)-2-(2-methoxyethoxy)-6-[4-(trifluoromethyl)-1-piperidinyl]purine (dodecyl-phenyl)carbamate C(CCCCCCCCCCC)C1=C(C=CC=C1)NC(O)=O.ClC1=C(C=CC=C1)C=1N(C2=NC(=NC(=C2N1)N1CCC(CC1)C(F)(F)F)OCCOC)C1=CC=C(C=C1)Cl